N-{6-Methyl-5-(4,4,5,5-tetramethyl-1,3,2-dioxaborolan-2-yl)-2,3-dihydrobenzofuran-3-yl}acrylamide CC1=CC2=C(C(CO2)NC(C=C)=O)C=C1B1OC(C(O1)(C)C)(C)C